C(#N)C1=CC=CC(=N1)C(CNC(=O)C1=NOC(=C1)C1=NC=C(C=C1F)F)C=1C(=NN(C1COC)C)C N-[2-(6-cyano-2-pyridyl)-2-[5-(methoxymethyl)-1,3-dimethyl-pyrazol-4-yl]ethyl]-5-(3,5-difluoro-2-pyridyl)isoxazole-3-carboxamide